FC(C(=O)O)(F)F.NC(C(=O)N1CCN(CC1)C(=O)NC1=NC(N(C=C1)C1=CC(=CC=C1)CCN1C[C@H](CC1)N)=O)(C)C (S)-4-(2-Amino-2-methylpropanoyl)-N-(1-(3-(2-(3-aminopyrrolidin-1-yl)ethyl)phenyl)-2-oxo-1,2-dihydropyrimidin-4-yl)piperazine-1-carboxamide trifluoroacetate salt